N1=CC=NC=2C(=CC=CC12)C=O 5-quinoxalineformaldehyde